Racemic-1-(6-chloropyridin-2-yl)-3-(isoquinolin-4-yl)-2-oxoimidazolidine-4-carbonitrile ClC1=CC=CC(=N1)N1C(N([C@H](C1)C#N)C1=CN=CC2=CC=CC=C12)=O |r|